(4S,5S)-N-(isoquinolin-4-ylmethyl)-4-methyl-2-oxo-5-[6-(prop-2-en-1-yloxy)-4-(trifluoromethyl)pyridin-2-yl]-1,3-oxazolidine-3-carboxamide C1=NC=C(C2=CC=CC=C12)CNC(=O)N1C(O[C@@H]([C@@H]1C)C1=NC(=CC(=C1)C(F)(F)F)OCC=C)=O